2-Iminothiolane hydrochloride Cl.N=C1SCCC1